methyl 3,4-diamino-5-methoxy-benzoate NC=1C=C(C(=O)OC)C=C(C1N)OC